[Si](C1=CC=CC=C1)(C1=CC=CC=C1)(C(C)(C)C)OC1COC2=C1C=CC=C2NC2=NNC1=CC(=CC=C21)[C@@H]2C[C@@]21C(NC2=CC=C(C=C12)OC)=O (1r,2s)-2-[3-([3-[(tert-butyldiphenylsilyl)oxy]-2,3-dihydro-1-benzofuran-7-yl]amino)-1H-indazol-6-yl]-5'-methoxy-1'H-spiro[cyclopropan-1,3'-indol]-2'-one